(3S)-3-(2-(5-(2-(dimethylamino)ethyl)-2-oxo-4-(trifluoromethyl)pyridin-1(2H)-yl)-4-methylpentanamido)-3-(4-fluoro-3'-methoxy-2',5,6'-trimethyl-[1,1'-biphenyl]-3-yl)propanoic acid CN(CCC=1C(=CC(N(C1)C(C(=O)N[C@@H](CC(=O)O)C=1C=C(C=C(C1F)C)C1=C(C(=CC=C1C)OC)C)CC(C)C)=O)C(F)(F)F)C